NC1=NC=C(C(=C1)Br)F 2-amino-5-fluoro-4-bromopyridine